C(CCCCCCCC)(=O)N[C@@H](CC1=CC=CC=C1)C(=O)O N-nonanoyl-Phenylalanine